C(C(C(CC)[2H])([2H])[2H])(=O)O Valeric acid-d3